4-((2-(4-(1-(4-(2-((2-(2,6-Dioxopiperidin-3-yl)-1,3-dioxoisoindolin-4-yl)oxy)acetamido)butyl)-1H-1,2,3-triazol-4-yl)phenyl)imidazo[1,2-a]pyridin-3-yl)amino)benzoic acid O=C1NC(CCC1N1C(C2=CC=CC(=C2C1=O)OCC(=O)NCCCCN1N=NC(=C1)C1=CC=C(C=C1)C=1N=C2N(C=CC=C2)C1NC1=CC=C(C(=O)O)C=C1)=O)=O